(E)-1-methyl-N-((6-(2-(5-methylisoxazol-3-yl)prop-1-en-1-yl)-1H-indol-2-yl)methyl)cyclopropanecarboxamide CC1(CC1)C(=O)NCC=1NC2=CC(=CC=C2C1)\C=C(/C)\C1=NOC(=C1)C